(3-((4,6-dichloro-1,3,5-triazin-2-yl)amino)phenyl)acrylamide ClC1=NC(=NC(=N1)Cl)NC=1C=C(C=CC1)C(C(=O)N)=C